[Bi+3].C(CCCCCCC\C=C/CCCCCCCC)(=O)[O-].C(CCCCCCC\C=C/CCCCCCCC)(=O)[O-].C(CCCCCCC\C=C/CCCCCCCC)(=O)[O-] oleic acid bismuth salt